tert-butyl 3-(4-(5-fluoro-2-(trifluoromethyl) phenyl) piperidine-1-carbonyl)-1,4,5,7-tetrahydro-6H-pyrazolo[3,4-c]pyridine-6-carboxylate FC=1C=CC(=C(C1)C1CCN(CC1)C(=O)C1=NNC=2CN(CCC21)C(=O)OC(C)(C)C)C(F)(F)F